2-(2,4-di(2,4-xylyl)-1,3,5-triazine-2-yl)-5-octyloxyphenol C1(=C(C=C(C=C1)C)C)C1(NC=NC(=N1)C1=C(C=C(C=C1)C)C)C1=C(C=C(C=C1)OCCCCCCCC)O